CC1=CC=C(C=C1)S(=O)(=O)OC[C@H]1OC([C@H]2[C@@H]1OC(O2)(C)C)OC [(3aR,6R,6aR)-4-methoxy-2,2-dimethyl-3a,4,6,6a-tetrahydro-furo[3,4-d][1,3]dioxol-6-yl]methyl 4-methylbenzenesulfonate